hafnium silicon ruthenium [Ru].[Si].[Hf]